1-(3-(ethylsulfonyl)pyrrolidine-1-yl)-6-toluenesulfonyl-1,6-dihydroimidazo[4,5-d]Pyrrolo[2,3-b]Pyridine C(C)S(=O)(=O)C1CN(CC1)N1C=NC=2C1=C1C(=NC2)N(C=C1)S(=O)(=O)CC1=CC=CC=C1